O=C1NC(CCC1N1C(C2=C(C=C(C=C2C1)NC(C)=O)C)=O)=O N-(2-(2,6-dioxopiperidin-3-yl)-7-methyl-1-oxoisoindolin-5-yl)acetamide